2-[7-(4-fluoro-2-methoxy-phenyl)-4-(trifluoromethylsulfonyloxy)thieno[3,2-c]pyridin-6-yl]-6,7-dihydro-4H-pyrazolo[1,5-a]pyrazine-5-carboxylic acid tert-butyl ester C(C)(C)(C)OC(=O)N1CC=2N(CC1)N=C(C2)C2=C(C1=C(C(=N2)OS(=O)(=O)C(F)(F)F)C=CS1)C1=C(C=C(C=C1)F)OC